NC1=NC=C(C=N1)[C@@H]1[C@@H]([C@H]2C[C@@H]([C@@H]1O2)O)C(=O)NC2=CC(=C(C=C2)Cl)Cl (1R,2S,3S,4R,5S)-3-(2-aminopyrimidin-5-yl)-N-(3,4-dichlorophenyl)-5-hydroxy-7-oxabicyclo[2.2.1]Heptane-2-carboxamide